C(C)(=O)N[C@H](C(=O)O)CC(C)C.C(C)OC=1C=C(C=CC1OC)[C@@H](CS(=O)(=O)C)N (S)-1-(3-ethoxy-4-methoxyphenyl)-2-(methylsulfonyl)ethanamine (S)-2-acetamido-4-methylpentanoate